FC(C(=O)O)(F)F.COC1=NC=CC=C1CN1N=CC2=NC=C(C=C21)C2=CC(=CC=C2)C(F)(F)F 1-[(2-Methoxy-3-pyridyl)methyl]-6-[3-(trifluoromethyl)phenyl]pyrazolo[4,3-b]pyridine trifluoroacetate salt